N-(2,4-dimethoxybenzyl)oxazin-4-amine COC1=C(CNC2=CNOC=C2)C=CC(=C1)OC